COC1=CC=C(C=C1)C1=NOC(=N1)N1CCC(CC1)C(=O)NCC1CN(CC1)CC1CCOCC1 1-(3-(4-methoxyphenyl)-1,2,4-oxadiazol-5-yl)-N-((1-((tetrahydro-2H-pyran-4-yl)methyl)pyrrolidin-3-yl)methyl)piperidine-4-carboxamide